[Mn].[Ti].[Mg].[Zn] zinc magnesium titanium manganese